C1(CC1)C=1N=NN(C1)[C@H](C(=O)N1[C@@H](C[C@H](C1)O)C(=O)NCCC1=C(C(=CC=C1)F)F)C(C)(C)C (2S,4R)-1-[(2S)-2-(4-cyclopropyltriazol-1-yl)-3,3-dimethyl-butanoyl]-N-[2-(2,3-difluorophenyl)ethyl]-4-hydroxy-pyrrolidine-2-carboxamide